NC1=NC2=C(C=C(C=C2C=N1)NC(C1=C(C=C(C=C1)NS(=O)(=O)CCO)N1CCC2(CC2)CC1)=O)N1CCC(CC1)(F)F N-(2-amino-8-(4,4-difluoropiperidin-1-yl)quinazolin-6-yl)-4-((2-hydroxyethyl)sulfonamido)-2-(6-azaspiro[2.5]oct-6-yl)benzamide